C(CCCCCCCCCCCCCC=CCCCCCCCCCCCCCC)(=O)O 15-triacontenic acid